tert-butyl 4'-amino-3-methoxy[1,1'-biphenyl]-4-carboxylate NC1=CC=C(C=C1)C1=CC(=C(C=C1)C(=O)OC(C)(C)C)OC